cobalt hydroxide [Co](O)O